FC(C1(CCC1)N)(F)F 1-(trifluoromethyl)cyclobutane-1-amine